methyl-1H-pyrazol-4-carboxamide CN1N=CC(=C1)C(=O)N